O1C(=CC=C1)C=CCC 4-(2-furyl)-3-butene